C1(CC1)C(C)OC(COC1=C(C=CC=C1)OC1=C(C=C(C(=C1)N1C(N(C(=CC1=O)C(F)(F)F)C)=O)F)Cl)=O (2-{2-chloro-4-fluoro-5-[3-methyl-2,6-dioxo-4-(trifluoromethyl)-3,6-dihydropyrimidin-1(2H)-yl]phenoxy}phenoxy)acetic acid 1-cyclopropylethyl ester